ClC1=C(C(=CC=C1)F)NC(=O)C1=CC(=C(C=C1O[C@H](C(F)(F)F)C)C1=NC(=C2N1CCCC2)C(=O)OCC)F (S)-ethyl 3-(4-((2-chloro-6-fluorophenyl)carbamoyl)-2-fluoro-5-((1,1,1-trifluoropropan-2-yl)oxy)phenyl)-5,6,7,8-tetrahydroimidazo[1,5-a]pyridine-1-carboxylate